2-(5-bromo-3-ethylsulfanyl-2-pyridyl)-3-methyl-5-(2,2,3,3,3-pentafluoropropoxy)pyrimidin-4-one BrC=1C=C(C(=NC1)C1=NC=C(C(N1C)=O)OCC(C(F)(F)F)(F)F)SCC